ClC1=C2CCN([C@@H](C2=C(C=C1)OCC=1N=NN(C1)C)CN1CC2(CC2)CC1=O)C(=O)[C@H]1[C@H](CCCC1)C (1S,2R)-2-((S)-5-Chloro-8-((1-methyl-1H-1,2,3-triazol-4-yl)methoxy)-1-((6-oxo-5-azaspiro[2.4]heptan-5-yl)methyl)-1,2,3,4-tetrahydroisochinolin-2-carbonyl)-1-methylcyclohexan